5-(4-aminopiperidin-1-yl)-3-isopropyl-N-((2-(1-methyl-1H-pyrazol-5-yl)pyridin-3-yl)methyl)-2H-pyrazolo[4,3-d]pyrimidin-7-amine NC1CCN(CC1)C=1N=C(C=2C(N1)=C(NN2)C(C)C)NCC=2C(=NC=CC2)C2=CC=NN2C